C1(CCCC1)OC=1C=C(C(=O)O)C=CC1N(C(CN(S(=O)(=O)C1=C(C(=C(C(=C1F)F)F)F)F)CC=1C=NC=CC1C(F)(F)F)=O)CC1=CC(=CC(=C1)C1CC1)C1CC1 3-(cyclopentyloxy)-4-(N-(3,5-dicyclopropylbenzyl)-2-(N-((4-(trifluoromethyl)pyridin-3-yl)methyl)-(2,3,4,5,6-pentafluoro-phenyl)sulfonamido)acetamido)benzoic acid